CC1(OC2=CC(=CC=C2C(C1)=O)C1=CNC=2N=C(N=CC21)NC2CCN(CC2)C)C 2,2-dimethyl-7-(2-((1-methylpiperidin-4-yl)amino)-7H-pyrrolo[2,3-d]pyrimidin-5-yl)chroman-4-one